CN1C(N(CCC1)C)=O 1,3-dimethyl-3,4,5,6-tetrahydro-2-pyrimidinone